N-o-tolyl-N'-(α-methyl-benzylidene)para-phenylenediamine C1(=C(C=CC=C1)NC1=CC=C(C=C1)N=C(C1=CC=CC=C1)C)C